ClC=1C=C(C=C(C1)OCC1CC1)C=1C(=NC=C(C1)[N+](=O)[O-])OC (3-chloro-5-(cyclopropylmethoxy)phenyl)-2-methoxy-5-nitropyridine